{4-amino-2-[3-chloro-4-(trifluoromethoxy)anilino]-1,3-thiazol-5-yl}(4-methoxyphenyl)methanone NC=1N=C(SC1C(=O)C1=CC=C(C=C1)OC)NC1=CC(=C(C=C1)OC(F)(F)F)Cl